[Na].C1CCC2=C(C=3CCCC3C=C12)NC(NS(N(C1CN(C1)C(C)C)C=1C=NN(C1)C)(=O)=O)=O 3-(1,2,3,5,6,7-hexahydro-s-indacen-4-yl)-1-[(1-methyl-1H-pyrazol-4-yl)[1-(propan-2-yl)azetidin-3-yl]sulfamoyl]urea sodium salt